2-((4-(6-((4-Chloro-2-fluorobenzyl)oxy)pyridin-2-yl)piperidin-1-yl)methyl)-4-((1-cyanocyclopropyl)methoxy)-1-methyl-1H-benzo[d]imidazole-6-carboxylic acid ClC1=CC(=C(COC2=CC=CC(=N2)C2CCN(CC2)CC2=NC3=C(N2C)C=C(C=C3OCC3(CC3)C#N)C(=O)O)C=C1)F